CC1(OC2=CC=C3C(=C2C=C1)OCC(C3)C3=C(C=C(C=C3)O)O)C 4-(8,8-dimethyl-3,4-dihydro-2H,8H-pyrano[2,3-f]chromen-3-yl)benzene-1,3-diol